N-(4-(4-((dimethylamino)methyl)-4-fluoropiperidin-1-yl)-5-(1-(tetrahydro-2H-pyran-4-yl)-1H-pyrazol-4-yl)pyridin-2-yl)-2-(2-fluoro-6-methoxyphenyl)pyrimidin-4-amine CN(C)CC1(CCN(CC1)C1=CC(=NC=C1C=1C=NN(C1)C1CCOCC1)NC1=NC(=NC=C1)C1=C(C=CC=C1OC)F)F